FC(N1N=CC(=C1)C1=C(N=C2C(=CC=NC2=C1)OC1=CC=C(C=C1)NC(=O)C1=CN(C(=C(C1=O)C1=CC=C(C=C1)F)C)C(C)C)C)F N-[4-[[7-[1-(difluoromethyl)pyrazol-4-yl]-6-methyl-1,5-naphthyridin-4-yl]oxy]phenyl]-5-(4-fluorophenyl)-6-methyl-4-oxo-1-propan-2-ylpyridine-3-carboxamide